OC1(CN(C1)C1=C(C=C(C=C1)C(F)(F)F)NS(=O)(=O)C=1C=C(C(=O)O)C=CC1OC)C(F)(F)F 3-(N-(2-(3-hydroxy-3-(trifluoromethyl)azetidin-1-yl)-5-(trifluoromethyl)phenyl)sulfamoyl)-4-methoxybenzoic acid